Methyl 12-chloro-9-(2-fluorophenyl)-2,5,8-triazatricyclo[8.4.0.02,6]tetradeca-1(10),5,8,11,13-pentaene-4-carboxylate ClC1=CC=2C(=NCC3=NC(CN3C2C=C1)C(=O)OC)C1=C(C=CC=C1)F